C1CC(C2=CC=CC=C21)(O)O indandiol